C1(=CC=CC=C1)C=1N=CC(=NC1C1=CC=CC=C1)N1CC(CC1)O 1-(5,6-diphenyl-pyrazin-2-yl)pyrrolidin-3-ol